COC(CCCCCCC(=O)[SiH3])(OC)OC Trimethoxycaprylylsilane